FC1(CCN(CC1)C=1C=C(C(=O)N)C=C(C1C)[N+](=O)[O-])F 3-(4,4-difluoropiperidin-1-yl)-4-methyl-5-nitrobenzamide